2-{6-[(3S)-3-(cyclobutylamino)-3-methylpyrrolidin-1-yl]pyridazin-3-yl}-5-(6-methoxypyrimidin-4-yl)phenol C1(CCC1)N[C@@]1(CN(CC1)C1=CC=C(N=N1)C1=C(C=C(C=C1)C1=NC=NC(=C1)OC)O)C